6-(1-(4,4-difluorocyclohexyl)-4-(4-fluorophenyl)-1H-imidazol-5-yl)imidazo[1,2-b]pyridazine-3-carboxamide FC1(CCC(CC1)N1C=NC(=C1C=1C=CC=2N(N1)C(=CN2)C(=O)N)C2=CC=C(C=C2)F)F